CC1(C2=CC=CC=C2C=2C(=CC=CC12)N(C1=CC=2C(C3=CC=CC=C3C2C=C1)(C1=CC=CC=C1)C1=CC=CC=C1)C1=CC=C(C=C1)C1=CC=2C=CC3=CC=CC=C3C2C=C1)C N-(9,9-dimethyl-9H-fluoren-4-yl)-N-(4-(phenanthren-2-yl)phenyl)-9,9-diphenyl-9H-fluoren-2-amine